3-(10-(bicyclo[1.1.1]pentan-1-yl-methoxy)-2-methyl-4-oxo-5,6-di-hydro-2H-2,6-methanobenzo[g]-[1,3,5]oxadiazocin-3(4H)-yl)-N-(4-methylphenethyl)benzamide C12(CC(C1)C2)COC2=CC=CC=1C3NC(N(C(OC12)(C3)C)C=3C=C(C(=O)NCCC1=CC=C(C=C1)C)C=CC3)=O